ClC1=C(C(=CC=C1Cl)O)[C@H]1C[C@H](CN1)C(C(=O)N)(C)C 2-[(3S,5R)-5-(2,3-dichloro-6-hydroxyphenyl)pyrrolidin-3-yl]-2-methylpropanamide